4-[(3R)-3-amino-4-(2,4,5-trifluorophenyl)butanoyl]1-methanesulfonyl-piperazine N[C@@H](CC(=O)N1CCN(CC1)S(=O)(=O)C)CC1=C(C=C(C(=C1)F)F)F